6-chloro-3-cyclopropyl-N-phenyl-[1,2,4]triazolo[4,3-b]pyridazin-8-amine ClC=1C=C(C=2N(N1)C(=NN2)C2CC2)NC2=CC=CC=C2